C(#N)CC1(CN(C1)C1CCN(CC1)C(=O)NC1=C(C=CC(=C1)OC)OC)N1N=CC(=C1)C=1C2=C(N=CN1)NC=C2 4-{3-(cyanomethyl)-3-[4-(7H-pyrrolo[2,3-d]pyrimidin-4-yl)-1H-pyrazol-1-yl]azetidin-1-yl}-N-(2,5-dimethoxyphenyl)piperidine-1-carboxamide